C(C)(=O)OCCCCCC\C=C/C=C\C=C (Z,Z)-7,9,11-dodecatrien-1-yl acetate